Benzodiazolone N1=NC(C2=C1C=CC=C2)=O